bis[4-(triethoxysilyl)phenyl]ethylene C(C)O[Si](C1=CC=C(C=C1)C=CC1=CC=C(C=C1)[Si](OCC)(OCC)OCC)(OCC)OCC